O[C@@H](C(=O)O)CC1=CC=C(C=C1)O (2R)-2-hydroxy-3-(4-hydroxyphenyl)propanoic acid